C([C@H](O)[C@@H](O)C(=O)O)(=O)O.CN(CCC1=C(C(=O)N)C=CC=C1)C [2-(dimethylamino)-ethyl]benzamide (+)-L-tartaric acid salt